FC1=CN=CC(=N1)N1C[C@H](CC1)C(=O)OC Methyl (3S)-1-(6-fluoropyrazin-2-yl)pyrrolidine-3-carboxylate